C1(=CC=CC2=CC=CC=C12)S(=O)(=O)N[N-]CCCCCCCC Naphthalene-1-Sulfonylamino-Octyl-Amide